tert-butyl (1R,5S)-3-(4-(((2R,7aS)-2-fluorotetrahydro-1H-pyrrolizin-7a(5H)-yl)methoxy)-6-(methoxycarbonyl)-1,3,5-triazin-2-yl)-3,8-diazabicyclo[3.2.1]octane-8-carboxylate F[C@@H]1C[C@@]2(CCCN2C1)COC1=NC(=NC(=N1)C(=O)OC)N1C[C@H]2CC[C@@H](C1)N2C(=O)OC(C)(C)C